O=C1NC(CCC1N1C(C2=C(C=CC(=C2C1=O)F)SCCCCCCCCN1CCOCC1)=O)=O 2-(2,6-dioxopiperidin-3-yl)-4-fluoro-7-((8-morpholinooctyl)thio)isoindoline-1,3-dione